COC1=CC(=CC(=C1OC)OC)C(=O)NC2=CC=C(C=C2)N N-(4-aminophenyl)-3,4,5-trimethoxybenzamide